1-(5-(4-(4-cyanophenyl)piperidine-1-carbonyl)-1-methyl-1H-pyrazol-3-yl)-3-isopropylurea C(#N)C1=CC=C(C=C1)C1CCN(CC1)C(=O)C1=CC(=NN1C)NC(=O)NC(C)C